NC=1C(=NC(=CN1)C1=NC=CC=C1OC(F)(F)F)C(=O)NC1=NC=CC=C1N1CCC(CC1)(CC)N 3-Amino-N-(3-(4-amino-4-ethylpiperidin-1-yl)pyridin-2-yl)-6-(3-(trifluoromethoxy)pyridin-2-yl)pyrazin-2-carboxamid